5,7-diethyl-1-isopropyl-3,3-dimethyloctahydrobenzo[c]isoxazole C(C)C1CC2C(N(OC2(C)C)C(C)C)C(C1)CC